3-(4-chlorophenyl)N-[(1S,2R)-2-hydroxycyclohexyl]-6-oxo-6H-1,4'-bipyridazine-5-carboxamide ClC1=CC=C(C=C1)C1=NN(C(C(=C1)C(=O)N[C@@H]1[C@@H](CCCC1)O)=O)C1=CN=NC=C1